((8-(1H-indol-3-yl) imidazo[1,2-b]pyridazin-6-yl) amino) pyrrolidine-1-carboxylate N1(CCCC1)C(=O)ONC=1C=C(C=2N(N1)C=CN2)C2=CNC1=CC=CC=C21